(1-(((R)-1-phenylethyl)amino)-2,3,4,9-tetrahydro-1H-carbazol-6-yl)-3,4-dihydroisoquinolin-1(2H)-one C1(=CC=CC=C1)[C@@H](C)NC1CCCC=2C3=CC(=CC=C3NC12)N1C(C2=CC=CC=C2CC1)=O